2-(3-Hydroxy-3-methylbutyl)-6-(pyridin-3-yl)-2H-indazole boron sulfate S(=O)(=O)([O-])[O-].[B+3].OC(CCN1N=C2C=C(C=CC2=C1)C=1C=NC=CC1)(C)C.S(=O)(=O)([O-])[O-].S(=O)(=O)([O-])[O-].[B+3]